CC1=NC(=CC(=N1)NC1=NN2C(C=C(C=C2)C=2N(N=CC2OC2C[C@@H]3CCC2O3)C)=C1)C (S)-N-(2,6-dimethylpyrimidin-4-yl)-5-[2-methyl-4-(7-oxabicyclo[2.2.1]heptan-3-yloxy)pyrazol-3-yl]pyrazolo[1,5-a]pyridin-2-amine